COC(=O)C=1C=C(C(=CC1Cl)O)C1=C(C=CC=C1)CCO[Si](C)(C)C(C)(C)C.C(C)N[Si](C)(C)C ethylaminotrimethyl-silane methyl-2'-(2-((tert-butyldimethylsilyl)oxy)ethyl)-4-chloro-6-hydroxy-[1,1'-biphenyl]-3-carboxylate